NC1=C(C=CC=C1)S(=O)(=O)NC1=CC=C(C=C1)C(C=CC1=CC(=C(C=C1)O)O)=O 2-Amino-N-[4-[3-(3,4-dihydroxyphenyl)prop-2-enoyl]phenyl]benzenesulfonamide